N=1C(C(C=2C1C=CN2)=O)=O pyrrolopyrroldione